(R,E)-tert-butyl-((2-(4,8-dimethylnona-3,7-dien-1-yl)-2,5,7,8-tetramethylchroman-6-yl)oxy)dimethylsilane C(C)(C)(C)[Si](C)(C)OC=1C(=C2CC[C@@](OC2=C(C1C)C)(C)CC\C=C(\CCC=C(C)C)/C)C